3-butyramido-N-(1-oxo-1-(2-(quinolin-3-yl)-3,6-dihydropyridin-1(2H)-yl)propan-2-yl)benzamide C(CCC)(=O)NC=1C=C(C(=O)NC(C(N2C(CC=CC2)C=2C=NC3=CC=CC=C3C2)=O)C)C=CC1